trisodium 8-hydroxypyrene-1,3,6-trisulfonic acid OC=1C=C(C=2C=CC3=C(C=C(C=4C=CC1C2C43)S(=O)(=O)O)S(=O)(=O)O)S(=O)(=O)O.[Na].[Na].[Na]